(2S,4R)-4-fluoro-1-[2-methyl-3-(pyridin-4-yl)propanoyl]-N-[(S)-phenyl[4-(propan-2-yl)phenyl]methyl]pyrrolidine-2-carboxamide F[C@@H]1C[C@H](N(C1)C(C(CC1=CC=NC=C1)C)=O)C(=O)N[C@H](C1=CC=C(C=C1)C(C)C)C1=CC=CC=C1